C(C(C)C)N1CCC(CC1)C1=CC=C(C=C1)NC(C1=CC(=C(C=C1)C)NC1=NC=CC(=N1)C=1C=NC=CC1)=O N-[4-(1-Isobutyl-piperidin-4-yl)-phenyl]-4-methyl-3-(4-pyridin-3-yl-pyrimidin-2-ylamino)-benzamide